O=C1NC(CCC1N1C(N(C2=C1C=CC(=C2)C2CCN(CC2)CCC(=O)O)C)=O)=O 3-(4-(1-(2,6-dioxopiperidin-3-yl)-3-methyl-2-oxo-2,3-dihydro-1H-benzo[d]imidazol-5-yl)piperidin-1-yl)propanoic acid